BrC=1C(=CC(=NC1)NC1(CCC1)C)C(F)F 5-bromo-N-(1-methylcyclobutyl)-4-(difluoromethyl)pyridin-2-amine